ClC=1C=C2C3=C(NC2=C(C1)C1=CC=C(C=C1)OC)C=NC=C3 6-Chloro-8-(4-methoxy-phenyl)-9H-pyrido[3,4-b]indole